C(C)NS(=O)(=O)C1=C(C=CC(=C1)C(NC(C)C)=O)C1=CN=C(S1)[C@@H]1CC[C@H](CC1)NC(OC1COC1)=O oxetan-3-yl (trans-4-(5-(2-(N-ethylsulfamoyl)-4-(isopropylcarbamoyl)phenyl)thiazol-2-yl)cyclohexyl)carbamate